C1(=CC=CC=C1)N1C=CC2=C1C(NC=C2)=O phenyl-1,6-dihydro-7H-pyrrolo[2,3-c]pyridin-7-one